tert-butyl (1S,2S,5R)-2-((S)-1-((7-bromo-2,6-dichloro-8-fluoro-4-hydroxyquinazolin-5-yl)oxy)propyl)-3,8-diazabicyclo[3.2.1]octane-8-carboxylate BrC1=C(C(=C2C(=NC(=NC2=C1F)Cl)O)O[C@@H](CC)[C@@H]1[C@@H]2CC[C@H](CN1)N2C(=O)OC(C)(C)C)Cl